1H-indene-1-sulfonic acid C1(C=CC2=CC=CC=C12)S(=O)(=O)O